5-cyano-N-[3-(ethylthio)-2,2-dimethylpropyl]-2-methyl-6-[4-(trifluoromethyl)phenyl]nicotinamide C(#N)C=1C(=NC(=C(C(=O)NCC(CSCC)(C)C)C1)C)C1=CC=C(C=C1)C(F)(F)F